3-methyl-5-(N-(4-(t-Butoxycarbonyl)benzyl)-N-phenethylsulfamoyl)benzofuran-2-carboxylic acid CC1=C(OC2=C1C=C(C=C2)S(N(CCC2=CC=CC=C2)CC2=CC=C(C=C2)C(=O)OC(C)(C)C)(=O)=O)C(=O)O